4-[5-(1-ethyl-3-methyl-1H-pyrazol-5-yl)-4H-1,2,4-triazol-3-yl]-1-[(octahydrocyclopenta[c]pyrrol-5-yl)methyl]-1H-indazole-6-carboxamide C(C)N1N=C(C=C1C=1NC(=NN1)C1=C2C=NN(C2=CC(=C1)C(=O)N)CC1CC2C(CNC2)C1)C